Cl.NCC1=CC=C(C=C1)NC(=O)N1C=CC2=C1N=CN=C2N(C)[C@H]2CN(CC[C@H]2C)C(CC#N)=O N-(4-(aminomethyl)phenyl)-4-(((3R,4R)-1-(2-cyanoacetyl)-4-methylpiperidin-3-yl)(methyl)amino)-7H-pyrrolo[2,3-d]pyrimidine-7-carboxamide hydrochloride